N1N=CC(=C1)C1=CC=C(C=C1)N1C(C2(CC1)NC1=CC(=CC=C1C2)OC)=O (4-(1H-pyrazol-4-yl)phenyl)-6-methoxyspiro[indoline-2,3'-pyrrolidine]-2'-one